O=C(CCC1=CC=C(CC2N(CCN(CCN(CCN(C2)CC(=O)O)CC(=O)O)CC(=O)O)CC(=O)O)C=C1)OC1=C(C(=CC(=C1F)F)F)F 2,2',2'',2'''-(2-(4-(3-oxo-3-(2,3,5,6-tetrafluorophenoxy)propyl)benzyl)-1,4,7,10-tetraazacyclododecane-1,4,7,10-tetrayl)tetraacetic acid